P(=O)([O-])([O-])[O-].C(C(=O)OF)(=O)OF.C(C(=O)OF)(=O)OF.[Li+].[Li+].[Li+] lithium tetrafluoro bis(oxalate) phosphate